O1C2=C(OCC1)C=C(C=C2)OC2(CCN(CC2)C=2C(=C(C=1N(N2)C(C=CN1)=O)C)C)[2H] 7-(4-((2,3-dihydrobenzo[b][1,4]dioxin-6-yl)oxy)piperidin-1-yl-4-d)-8,9-dimethyl-4H-pyrimido[1,2-b]pyridazin-4-one